C(CC(C)C)(O)(O)O isopentanetriol